C(C)(C)(C)C1=C(C(=CC(=C1)C(C)(C)C)O)O 3,5-di-tert-butyl-1,2-benzenediol